4-[[5-(3-fluorophenyl)imidazo[2,1-b][1,3,4]thiadiazol-2-yl]amino]cyclohexanol FC=1C=C(C=CC1)C1=CN=C2SC(=NN21)NC2CCC(CC2)O